The molecule is a glycosylgalactose consisting of alpha-L-fucopyranose and alpha-D-galactopyranose residues joined in sequence by a (1->3) glycosidic bond. It derives from an alpha-L-fucose and an alpha-D-galactose. C[C@H]1[C@H]([C@H]([C@@H]([C@@H](O1)O[C@H]2[C@H]([C@H](O[C@@H]([C@@H]2O)O)CO)O)O)O)O